3-methyl-7-(4-(1-methyl-1H-pyrazol-4-yl)piperazin-1-yl)pyrido[3,4-d]pyridazin-4(3H)-one CN1N=CC2=C(C1=O)C=NC(=C2)N2CCN(CC2)C=2C=NN(C2)C